OP(O)OP(O)O.C(C)(C)(C)C1=C(C=CC(=C1)C(C)(C)C)C1=CC=C(C=C1)C1=CC=CC=C1 (2,4-di-tert-butylphenyl-4,4'-biphenyl) diphosphite